CNCC1OC(CC(CCCCCCNC1)=O)=O ((methylamino)methyl)-1-oxa-4-azacyclotridecane-11,13-dione